2-(4-((4,5-dichloro-2-hydroxyphenyl)(1,1-dimethylethylsulfinamido)methyl)piperidin-1-yl)-N,N-dimethylacetamide ClC1=CC(=C(C=C1Cl)C(C1CCN(CC1)CC(=O)N(C)C)NS(=O)C(C)(C)C)O